6-chloro-1-(4-(methylsulfonyl)phenyl)-3-((2-(trimethylsilyl)ethoxy)methoxy)-1H-pyrazolo[4,3-c]pyridine ClC1=CC2=C(C=N1)C(=NN2C2=CC=C(C=C2)S(=O)(=O)C)OCOCC[Si](C)(C)C